NC1=NC=CC=C1C1=NC=2C(=NC(=CC2C#C[Si](C)(C)C)N2N=CC=C2)N1C=1C=C2CC[C@@H](C2=CC1)NC(C1=CC(=C(C=C1)OCC1=CC=CC=C1)C1OCCO1)=O N-[(1S)-5-[2-(2-aminopyridin-3-yl)-5-(pyrazol-1-yl)-7-[2-(trimethylsilyl)ethynyl]imidazo[4,5-b]pyridin-3-yl]-2,3-dihydro-1H-inden-1-yl]-4-(benzyloxy)-3-(1,3-dioxolan-2-yl)benzamide